trans-1-benzyl-4-hydrazino-2,6-dimethylpiperidine C(C1=CC=CC=C1)N1C(CC(CC1C)NN)C